CC1OC(OC1)\C=C/CCC (Z)-4-methyl-2-(pent-en-1-yl)-1,3-dioxolane